C12(NCCC2C1)C#CC=1C=NC=CC1C1=C(C=2C(NCCC2N1)=O)NC1=C(C(=CC=C1)Cl)OC 2-[3-(2-{2-azabicyclo[3.1.0]hexan-1-yl}ethynyl)pyridin-4-yl]-3-[(3-chloro-2-methoxyphenyl)amino]-1H,5H,6H,7H-pyrrolo[3,2-c]pyridin-4-one